5-(3-(4-(4-amino-3-(4-phenoxyphenyl)-1H-pyrazolo[3,4-d]pyrimidin-1-yl)-[1,4'-bipiperidin]-1'-yl)azetidin-1-yl)-2-(2,6-dioxopiperidin-3-yl)-6-fluoroisoindoline-1,3-dione NC1=C2C(=NC=N1)N(N=C2C2=CC=C(C=C2)OC2=CC=CC=C2)C2CCN(CC2)C2CCN(CC2)C2CN(C2)C=2C=C1C(N(C(C1=CC2F)=O)C2C(NC(CC2)=O)=O)=O